C(C=C)NC1=NC(=NC=C1)N 4-(allylamino)-2-aminopyrimidine